C(C)(C)C1=C(NC2=CC=C(C=C12)C1CCN(CC1)CC(=O)NC)C1=CC=2N(C(=C1)C)C=CN2 2-(4-(3-isopropyl-2-(5-methylimidazo[1,2-a]pyridin-7-yl)-1H-indol-5-yl)piperidin-1-yl)-N-methylacetamide